6-(4-(cyclopropylamino)-3-isopropyl-3h-imidazo[4,5-c]pyridin-6-yl)-1-((1R,3S)-3-((S)-3-fluoropiperidin-1-yl)cyclobutyl)spiro[indoline-3,4'-piperidin]-2-one C1(CC1)NC1=NC(=CC2=C1N(C=N2)C(C)C)C2=CC=C1C(=C2)N(C(C12CCNCC2)=O)C2CC(C2)N2C[C@H](CCC2)F